C(C)(=O)OCCC1CCC(CC1)N1N=C(C(=C1)[N+](=O)[O-])C(F)F 2-(4-(3-(Difluoromethyl)-4-nitro-1H-pyrazol-1-yl)cyclohexyl)ethyl acetate